C1(CC1)C1=C(C(=NO1)C1=C(C=CC=C1F)C1CC1)CO[C@@H]1[C@@H]2C(N([C@H](C1)C2)C2=CC=C(C(=O)OC(C)(C)C)C=C2)=O |&1:20| tert-butyl 4-[(1S,4R,SR)-5-[[5-cyclopropyl-3-(2-cyclopropyl-6-fluorophenyl)-1,2-oxazol-4-yl]methoxy]-3-oxo-2-azabicyclo[2.2.1]heptan-2-yl]benzoate